2-bromo-6-(4-cyclopropyl-1,2,4-triazol-3-yl)pyridine BrC1=NC(=CC=C1)C1=NN=CN1C1CC1